OC1=NC=CC=C1C1=NC=C2NC(N(C2=N1)C1=C(C=CC=C1)C(F)(F)F)=O 2-(2-Hydroxypyridin-3-yl)-8-oxo-9-(2-(trifluoromethyl)phenyl)-8,9-dihydro-7H-purine